S1OCC2=C1C=CC=C2 3H-benzo[c][1,2]oxathiol